4-(pyridin-3-yl)benzamide N1=CC(=CC=C1)C1=CC=C(C(=O)N)C=C1